C[Si](SC=CCCCCCCCCCCCCCCCC)(C)C trimethylsilylthiooctadecene